5-(8-fluoro-2-methylimidazo[1,2-a]pyridin-6-yl)-N-((1-fluorocyclopropyl)methyl)-7H-pyrrolo[2,3-d]pyrimidin-2-amine FC=1C=2N(C=C(C1)C1=CNC=3N=C(N=CC31)NCC3(CC3)F)C=C(N2)C